OC(C(=O)C1=CC=C(C=C1)C(F)(F)F)O 2,2-dihydroxy-1-(4-(trifluoromethyl)phenyl)ethan-1-one